COC1=NC(=CC=C1NC1=CC=NC2=CC(=CC=C12)C)N1N=CC(=C1)C(F)(F)F N-(2-methoxy-6-(4-(trifluoro-methyl)-1H-pyrazol-1-yl)-pyridin-3-yl)-7-methylquinolin-4-amine